7-(tert-butoxycarbonyl)-7-azaspiro[3.5]-nonane-2-carboxylic acid C(C)(C)(C)OC(=O)N1CCC2(CC(C2)C(=O)O)CC1